N(N)C1=CC(=CC=C1)NN 1,3-dihydrazinobenzol